NCCNC1=C(C2=CC=CC=C2C=C1)S(=O)(=O)[O-] (2-Aminoethyl)aminonaphthalene-1-sulfonate